ClC1=C(C(=NN1C)C1=NOC(=C1)C)C(=O)N1CCC2(CCN(CC2)CC(=O)N2CCCCC2)CC1 2-(9-(5-Chloro-1-methyl-3-(5-methylisoxazol-3-yl)-1H-pyrazole-4-carbonyl)-3,9-diazaspiro[5.5]undecan-3-yl)-1-(piperidin-1-yl)ethanone